ethyl 3-((5-((3-nitro-6-phenylpyridin-2-yl)amino)pyridin-2-yl)carbamoyl)bicyclo[3.1.0]hexane-6-carboxylate [N+](=O)([O-])C=1C(=NC(=CC1)C1=CC=CC=C1)NC=1C=CC(=NC1)NC(=O)C1CC2C(C2C1)C(=O)OCC